C(C)OC(C(=[N+]=[N-])C#N)=O 2-cyano-2-diazoacetic acid ethyl ester